CC(COC(=O)C)[C@H]1CC[C@]2([C@H]1CC[C@@]3([C@@H]2CC[C@H]4[C@]3(CC[C@@H]5[C@@]4(CCCC5(C)C)C)C)C)C The molecule is a hopanoid that is hopane substituted by an acetoxy group at position 29. It has a role as a plant metabolite. It is a hopanoid, an acetate ester and a pentacyclic triterpenoid.